8-((7,7-bis(octyloxy)heptyl)(2-hydroxyethyl)amino)octanoate C(CCCCCCC)OC(CCCCCCN(CCCCCCCC(=O)[O-])CCO)OCCCCCCCC